COC(=O)C1(CC2=C(C(=CC(=C2C1)C)CCCCC)C)C1=CC=CC=C1 4,7-dimethyl-6-pentyl-2-phenyl-2,3-dihydro-1H-indene-2-carboxylic acid methyl ester